1-[(2,4-difluorophenyl)methyl]-1-(1,4-dimethylpiperidin-4-yl)-3-{[4-(propan-2-yloxy)phenyl]methyl}urea FC1=C(C=CC(=C1)F)CN(C(=O)NCC1=CC=C(C=C1)OC(C)C)C1(CCN(CC1)C)C